6-(2-Hydroxy-2-methylpropoxy)-4-(6-(1-((6-methoxypyridin-3-yl)methyl)-2,5-dihydro-1H-pyrrol-3-yl)pyridin-3-yl)pyrazolo[1,5-a]pyridine OC(COC=1C=C(C=2N(C1)N=CC2)C=2C=NC(=CC2)C=2CN(CC2)CC=2C=NC(=CC2)OC)(C)C